FC([C@](C(=O)O[C@@H]1C[C@@H](CC1)N(CC1=CC=CC=C1)CC1=CC=CC=C1)(C1=CC=CC=C1)OC)(F)F (1S,3R)-3-(dibenzylamino)cyclopentyl (R)-3,3,3-trifluoro-2-methoxy-2-phenylpropanoate